C(C)C(C(=O)OCC1C(C1CCCCCC)(C)C)N1CCC2(CC(C2)COC2=C(C(=CC=C2)Br)C(F)(F)F)CC1 (3-hexyl-2,2-dimethylcyclopropyl)methanol ethyl-2-[2-[[3-bromo-2-(trifluoromethyl)phenoxy]methyl]-7-azaspiro[3.5]nonan-7-yl]acetate